6-phenyl-pyren-1-ylboronic acid C1(=CC=CC=C1)C1=C2C=CC3=CC=C(C4=CC=C(C=C1)C2=C43)B(O)O